N1=CC(=CC=C1)C=1C=C(C=C(C1)C=1C=NC=CC1)C1=CC(=CC=C1)C1=CC(=CC(=C1)C=1C=NC=CC1)C=1C=NC=CC1 1,3-bis(3,5-bis(pyridin-3-yl)phenyl)benzene